5-(4-amino-2-{4-[(2-fluoroacrylamido)]phenyl}-1-methyl-7-(oxacyclobutane-3-ylethynyl)pyrrolo[3,2-c]pyridin-3-yl)-3-chloro-N-[(fluorocyclopropyl)methyl]pyridine-2-carboxamide NC1=NC=C(C2=C1C(=C(N2C)C2=CC=C(C=C2)NC(C(=C)F)=O)C=2C=C(C(=NC2)C(=O)NCC2(CC2)F)Cl)C#CC2COC2